C(\C=C\C1=CC=CC=C1)=O trans-cinnamaldehyde